5,6-difluoro-2-(2-naphthylheptyl)-1H-benzimidazole FC1=CC2=C(NC(=N2)CCCCCCCC2=CC3=CC=CC=C3C=C2)C=C1F